BrC1=C(C=CC(=C1)F)F 2-bromo-1,4-difluorobenzene